tert-butyl-3-(7-bromo-2,6-dichloro-8-fluoro-quinazolin-4-yl)-3,8-diazabicyclo[3.2.1]octane-8-carboxylate C(C)(C)(C)OC(=O)N1C2CN(CC1CC2)C2=NC(=NC1=C(C(=C(C=C21)Cl)Br)F)Cl